C(C)C1=C(C(=CC=C1)CC)PC1=C(C=CC=C1CC)CC bis(2,6-diethylphenyl)phosphine